t-butyl-peroxyoctanoic acid C(C)(C)(C)C(C(=O)OO)CCCCCC